3-amino-2,6,6,9-tetramethyl-6H-benzo[c]chromen-8-ol NC1=C(C=C2C3=C(C(OC2=C1)(C)C)C=C(C(=C3)C)O)C